3,5-di-tert-butylbenzene C(C)(C)(C)C=1C=CC=C(C1)C(C)(C)C